5b-Androstanediol C[C@@]12[C@@H](O)CC[C@H]1[C@@H]1CC[C@@H]3CC(O)CC[C@]3(C)[C@H]1CC2